IC1=CC(NC=C1C)=O 4-iodo-5-methyl-1H-pyridin-2-one